7-(2,6-diphenylpyrimidin-4-yl)thianthren-2-yl-9-phenyl-9H-carbazole C1(=CC=CC=C1)C1=NC(=CC(=N1)C=1C=C2SC=3C=CC(=CC3SC2=CC1)C1=CC=CC=2C3=CC=CC=C3N(C12)C1=CC=CC=C1)C1=CC=CC=C1